2-(1,3-dioxo-1,3,3a,4,7,7a-hexahydro-2H-4,7-methanoisoindol-2-yl)ethyl-2-methyl-2-(((propylthio)carbonothioyl)thio)propanoate O=C1N(C(C2C3C=CC(C12)C3)=O)CCOC(C(C)(SC(=S)SCCC)C)=O